C(C)(C)(C)C1=CC(=NO1)C[C@@H]1[C@@H]([C@H]([C@H]([C@H](O1)CO)O)N1N=NC(=C1)C1=C(C(=C(C=C1)Cl)F)F)OC (2R,3R,4S,5R,6R)-6-((5-(tert-butyl)isoxazol-3-yl)methyl)-4-(4-(4-chloro-2,3-difluorophenyl)-1H-1,2,3-triazol-1-yl)-2-(hydroxymethyl)-5-methoxytetrahydro-2H-pyran-3-ol